6-Bromo-4-[3,3-difluoro-4-[2-(1-piperidyl)ethoxy]pyrrolidine-1-yl]thieno[2,3-d]pyrimidine BrC1=CC2=C(N=CN=C2N2CC(C(C2)OCCN2CCCCC2)(F)F)S1